ethyl 2-[[1-tetrahydropyran-2-yl-4-[[4-(trifluoromethyl)phenyl]methyl]indazole-3-carbonyl]amino]spiro[3.3]heptane-6-carboxylate O1C(CCCC1)N1N=C(C2=C(C=CC=C12)CC1=CC=C(C=C1)C(F)(F)F)C(=O)NC1CC2(C1)CC(C2)C(=O)OCC